2-[4-(5-pyridin-4-yl-pyrazol-1-yl)-phenoxymethyl]-quinoline N1=CC=C(C=C1)C1=CC=NN1C1=CC=C(OCC2=NC3=CC=CC=C3C=C2)C=C1